O=C1NC2(CN(C2)C(=O)N2CC3(C2)CC(C3)CC=3C=C(C(=NC3)C(F)(F)F)C#N)CCC1 5-[[2-(6-oxo-2,5-diazaspiro[3.5]nonane-2-carbonyl)-2-azaspiro[3.3]heptan-6-yl]methyl]-2-(trifluoromethyl)pyridine-3-carbonitrile